(((2S,3S)-4-bromo-5-chloro-3-methyl-2-phenyl-2,3-dihydrobenzofuran-2-yl) methyl) carbamate C(N)(OC[C@@]1(OC2=C([C@@H]1C)C(=C(C=C2)Cl)Br)C2=CC=CC=C2)=O